N-(6-hydroxy-1-oxo-1-(piperidin-1-yl)hexan-2-yl)picolinamide OCCCCC(C(N1CCCCC1)=O)NC(C1=NC=CC=C1)=O